trans-4-(((trans-4-(3-Cyano-4-methoxyphenyl)cyclohexyl)methyl)(3-(2-cyclopropyloxazol-4-yl)phenyl)carbamoyl)cyclohexanecarboxylic acid C(#N)C=1C=C(C=CC1OC)[C@@H]1CC[C@H](CC1)CN(C(=O)[C@@H]1CC[C@H](CC1)C(=O)O)C1=CC(=CC=C1)C=1N=C(OC1)C1CC1